8-(4,4,5,5-tetramethyl-1,3,2-dioxaborolan-2-yl)isoquinolin-6-ol Potassium carbonate C([O-])([O-])=O.[K+].CC1(OB(OC1(C)C)C=1C=C(C=C2C=CN=CC12)O)C.[K+]